Tert-butyl ((4-fluoro-5-sulfamoylthiophen-3-yl)methyl)(methyl)carbamate FC=1C(=CSC1S(N)(=O)=O)CN(C(OC(C)(C)C)=O)C